8-methyl-6-oxo-5H-1,5-naphthyridine-3-carboxylic acid methyl ester COC(=O)C=1C=NC=2C(=CC(NC2C1)=O)C